ethyl (S)-2-hydroxy-3-((4-nitro-3-(trifluoromethyl)phenyl)amino)propanoate O[C@H](C(=O)OCC)CNC1=CC(=C(C=C1)[N+](=O)[O-])C(F)(F)F